(R)-5-(7,8-dimethyl-[1,2,4]triazolo[1,5-a]pyridin-6-yl)-6-isopropyl-1-(1-neopentylpiperidin-3-yl)-1,3-dihydro-2H-benzo[d]imidazol-2-one CC1=C(C=2N(C=C1C1=CC3=C(N(C(N3)=O)[C@H]3CN(CCC3)CC(C)(C)C)C=C1C(C)C)N=CN2)C